C(C)(C)(C)OC(=O)N1C(CNCC1)C1=C(C(N(C2=NC(=C(C=C12)Cl)C1=C(C=C(C=C1F)F)N)C=1C(=NC=CC1C)C(C)C)=O)C#N (7-(2-amino-4,6-difluorophenyl)-6-chloro-3-cyano-1-(2-isopropyl-4-methylpyridin-3-yl)-2-oxo-1,2-dihydro-1,8-naphthyridin-4-yl)piperazine-1-carboxylic acid tert-butyl ester